NC=1C2=C(N=CN1)N1C(=C2C2=CC(=C(C=C2)OC2=NC(=CC=C2)C)F)N(CC1)C(C=C)=O 1-(4-amino-5-(3-fluoro-4-((6-methylpyridin-2-yl)oxy)phenyl)-7,8-dihydro-6H-imidazo[1',2':1,5]pyrrolo[2,3-d]pyrimidin-6-yl)prop-2-en-1-one